N,N'-(5-methoxy-1,3-phenylene)bismaleimide COC=1C=C(C=C(C1)N1C(C=CC1=O)=O)N1C(C=CC1=O)=O